ClC=1C=CC(=C(C1)C=1C=C(C=2OCCNC2N1)NC1=C(C=NC=C1)C(=O)OCCN1CCN(CC1)C)F 2-(4-methylpiperazin-1-yl)ethyl 4-{[6-(5-chloro-2-fluorophenyl)-2H,3H,4H-pyrido[3,2-b][1,4]oxazin-8-yl]amino}pyridine-3-carboxylate